N1(C(C=CC=C1)=O)C=1C=NC=CC1 2H-[1,3'-bipyridine]-2-one